N-(3-(3,4-dihydroisoquinolin-2(1H)-yl)-2-hydroxypropyl)-3-((2,2-dimethyltetrahydro-2H-pyran-4-yl)amino)benzamide C1N(CCC2=CC=CC=C12)CC(CNC(C1=CC(=CC=C1)NC1CC(OCC1)(C)C)=O)O